C(CCCCCCCCCCCC)OP(O)(O)=O n-tridecyl-phosphoric acid